(3-((5-(1-(piperidin-4-yl)-1H-pyrazol-4-yl)pyridin-2-yl)methyl)-1,2,3-oxadiazol-3-ium-5-yl)((3-(trifluoromethyl)phenyl)carbamoyl)amide N1CCC(CC1)N1N=CC(=C1)C=1C=CC(=NC1)C[N+]1=NOC(=C1)[N-]C(NC1=CC(=CC=C1)C(F)(F)F)=O